Ethylene bis-(oxyethylene) bis-(3-(5-tert-butyl-4-hydroxy-m-tolyl)propionate) C(C)(C)(C)C=1C(=C(C=C(C1)C)CCC(=O)O)O.C(C)(C)(C)C=1C(=C(C=C(C1)C)CCC(=O)O)O.C(COC=C)OC=C